3-chloro-5-{2-[(3S,4S)-3-[(4-methanesulfonylphenoxy)methyl]-4-methylpyrrolidin-1-yl]ethyl}benzonitrile ClC=1C=C(C#N)C=C(C1)CCN1C[C@H]([C@@H](C1)C)COC1=CC=C(C=C1)S(=O)(=O)C